NC1=C2C(=NC=N1)N(N=C2C2=CC=C(CNC(C1=C(C=CC(=C1)F)OC)=O)C=C2)C2CN(C2)C2=NC=C(C=C2)C=O N-(4-(4-amino-1-(1-(5-formylpyridin-2-yl)azetidin-3-yl)-1H-pyrazolo[3,4-d]pyrimidin-3-yl)benzyl)-5-fluoro-2-methoxybenzamide